C1(=CC=CC=C1)[IH2] (phenyl)-λ3-iodane